(R)- or (S)-N-(4-(4-(trifluoromethyl)phenyl)-4,5,6,7-tetrahydropyrazolo[1,5-a]pyrimidin-6-yl)acrylamide FC(C1=CC=C(C=C1)N1C=2N(C[C@@H](C1)NC(C=C)=O)N=CC2)(F)F |o1:12|